S1C=CC=C1.[Fe] iron thiophene